1-(5-methyl-4,5,6,7-tetrahydrobenzo[b]thiophen-5-yl)pyrrolidine formate salt C(=O)O.CC1(CC2=C(SC=C2)CC1)N1CCCC1